6-(2-Hydroxy-2-methylpropyloxy)-4-(4-(6-(6-methoxynicotinoyl)-3,6-diazabicyclo[3.1.1]hept-3-yl)phenyl)pyrazolo[1,5-a]pyridine-3-carbonitrile OC(COC=1C=C(C=2N(C1)N=CC2C#N)C2=CC=C(C=C2)N2CC1N(C(C2)C1)C(C1=CN=C(C=C1)OC)=O)(C)C